(S)-3-amino-3-(2,2',4,6'-tetrafluoro-5-methyl-[1,1'-biphenyl]-3-yl)propionic acid ethyl ester hydrochloride Cl.C(C)OC(C[C@@H](C=1C(=C(C=C(C1F)C)C1=C(C=CC=C1F)F)F)N)=O